FC=1C=C2C(=C(/C(/C2=CC1)=C/C1=CC=C(C=C1)N1C=CC2=CC=CC=C12)C)CC(=O)O 2-[(1Z)-5-fluoro-1-{[4-(1H-indol-1-yl)phenyl]methylene}-2-methyl-1H-inden-3-yl]acetic acid